N-Butyl-6-(1-(3-chloropyridin-2-yl)-3-(trifluoromethyl)-1H-pyrazol-5-carboxamido)-5-methylpyrazolo[1,5-a]pyridin-7-carboxamid C(CCC)NC(=O)C1=C(C(=CC=2N1N=CC2)C)NC(=O)C2=CC(=NN2C2=NC=CC=C2Cl)C(F)(F)F